Cl.N[C@H](CC1=C(C=2N=C(N=C(C2S1)NCC=1SC=CC1)C#N)C#N)C 6-[(2S)-2-aminopropyl]-4-{[(thiophen-2-yl)methyl]amino}thieno[3,2-d]pyrimidine-2,7-dinitrile hydrochloride